N1=C(C=CC=C1)C1=NNC=C1 3-(2-pyridyl)diazole